FC1=CC(=C(C=C1)N1C(C(=CC=C1)C(=O)NC=1C=NC(=CC1)OCC(F)(F)F)=O)N1CCOCC1 1-[4-fluoro-2-(morpholin-4-yl)phenyl]-2-oxo-N-[6-(2,2,2-trifluoroethoxy)pyridin-3-yl]-1,2-dihydropyridine-3-carboxamide